OC(CC(COOC(C(=O)[O-])(CCCC)CC)C)C 4-hydroxy-2-methylpentylperoxy-(2-ethylhexanoate)